FC=1C=C(C=C(C1F)N1CCNCC1)C=1C=C2C(=NC1)NC=C2C2=CC=1N(C=C2)N=CC1C(=O)N1CCN(CC1)C (5-(5-(3,4-difluoro-5-(piperazin-1-yl)phenyl)-1H-pyrrolo[2,3-b]pyridin-3-yl)pyrazolo[1,5-a]pyridin-3-yl)(4-methylpiperazin-1-yl)methanone